C(N)(OC(C)C1=C(C=CC=C1)[N+](=O)[O-])=O 1-(2-Nitrophenyl)ethyl carbamate